CC1=CC(=NC(=N1)C1=CCC2(OCCO2)CC1)NC1=NNC(=C1)C 6-methyl-N-(5-methyl-1H-pyrazol-3-yl)-2-(1,4-dioxaspiro[4.5]dec-7-en-8-yl)pyrimidin-4-amine